C12C(C3CC(CC(C1)C3)C2)CCC2=CC=C(C=C2)C(C)=O 1-(4-(2-Adamantylethyl)phenyl)ethan-1-one